O1COCC2=C1C=CC=C2C2=NC(=NC(=N2)C(Cl)(Cl)Cl)C(Cl)(Cl)Cl 2-(1,3-benzodioxan-5-yl)-4,6-bis(trichloromethyl)-1,3,5-triazine